2-(2-((5-(3-(aminomethyl)phenyl)benzofuran-3-yl)methoxy)-5-methylphenyl)acetic acid NCC=1C=C(C=CC1)C=1C=CC2=C(C(=CO2)COC2=C(C=C(C=C2)C)CC(=O)O)C1